O=CCCCC=O 5-oxovaleraldehyde